6-CHLOROHEXANAL ClCCCCCC=O